1-(7-fluorobenzofuran-5-yl)N-methylbutan-2-amine FC1=CC(=CC=2C=COC21)CC(CC)NC